1'-cyclopentyl-1'H-[1,4'-biimidazole]-4-amine C1(CCCC1)N1C=NC(=C1)N1C=NC(=C1)N